COCCOCCOCCC1(C2=CC=CC=C2C=2C=CC=CC12)CCOCCOCCOC 9,9-di(methoxyethoxyethoxyethyl)fluorene